NC=1C2=C(N=CN1)N(C=C2C#CC2=C(C=CC=C2OCC(F)(F)F)F)[C@@H]2O[C@@H]([C@H]([C@H]2O)O)CNS(N)(=O)=O 4-amino-7-[(2R,3R,4S,5R)-3,4-dihydroxy-5-[(sulfamoylamino)methyl]tetrahydrofuran-2-yl]-5-[2-[2-fluoro-6-(2,2,2-trifluoroethoxy)phenyl]ethynyl]pyrrolo[2,3-d]pyrimidine